(5-(morpholinomethyl)-2-(piperidin-1-yl)phenyl)-5-(1H-pyrazol-4-yl)furan-2-carboxamide O1CCN(CC1)CC=1C=CC(=C(C1)C1=C(OC(=C1)C=1C=NNC1)C(=O)N)N1CCCCC1